N-(1H-benzotriazol-1-ylmethyl)-N-(2-ethylhexyl)-1H-benzotriazole-1-methanamine N1(N=NC2=C1C=CC=C2)CN(CN2N=NC1=C2C=CC=C1)CC(CCCC)CC